Ethyl-N-(4-(2-aminoethyl)phenyl)-P-ethynylphosphonamidate TFA Salt OC(=O)C(F)(F)F.C(C)OP(=O)(NC1=CC=C(C=C1)CCN)C#C